2-(4-amino-2,6-dichloro-phenoxy)-5-benzyloxy-pyridine-4-carboxylic acid methyl ester COC(=O)C1=CC(=NC=C1OCC1=CC=CC=C1)OC1=C(C=C(C=C1Cl)N)Cl